FC(C(=O)O)F.NCCNC(CN(C)C)=O N-(2-aminoethyl)-2-(dimethylamino)acetamide difluoroacetate